1-((3R)-1,3-dimethylpiperidin-4-yl)piperazine CN1C[C@H](C(CC1)N1CCNCC1)C